phenyl-bis(pentafluorophenyl)borane C1(=CC=CC=C1)B(C1=C(C(=C(C(=C1F)F)F)F)F)C1=C(C(=C(C(=C1F)F)F)F)F